[3-(2,3-dihydroxypropan-1-oxy)propyl]silanol OC(COCCC[SiH2]O)CO